CC1(OB(OC1(C)C)C1=CC=C(C=C1)NC(OCC(C)(C)C)=O)C tert-butylmethyl (4-(4,4,5,5-tetramethyl-1,3,2-dioxaborolan-2-yl)phenyl)carbamate